(pyrrolidinyl)hafnium N1(CCCC1)[Hf]